1-(2-acetylhydrazine-1-carbonyl)-N-(3-(4-fluoro-2H-1,2,3-triazol-2-yl)-4-(trifluoromethyl)phenyl)-3-(trifluoromethyl)-6-azabicyclo[3.1.1]heptane-6-carboxamide C(C)(=O)NNC(=O)C12CC(CC(N1C(=O)NC1=CC(=C(C=C1)C(F)(F)F)N1N=CC(=N1)F)C2)C(F)(F)F